8-(2-amino-6-fluoro-5-(4-(4-isopropylpiperazin-1-yl)phenyl)pyridin-3-yl)-6-fluoro-3,4-dihydrobenzo[f][1,4]oxazepin-5(2H)-one NC1=NC(=C(C=C1C1=CC2=C(C(NCCO2)=O)C(=C1)F)C1=CC=C(C=C1)N1CCN(CC1)C(C)C)F